7-(5-methyltetrazol-2-yl)isoquinoline CC=1N=NN(N1)C1=CC=C2C=CN=CC2=C1